(4-(benzylamino)-1H-pyrrolo[2,3-b]pyridin-5-yl)(piperidin-1-yl)methanone C(C1=CC=CC=C1)NC1=C2C(=NC=C1C(=O)N1CCCCC1)NC=C2